N-{[4-({[(4-chlorophenyl)methyl]amino}carbonylamino)phenyl]methyl}propanamide ClC1=CC=C(C=C1)CNC(=O)NC1=CC=C(C=C1)CNC(CC)=O